C(C=C)SC1=NC=NN1CC1(OC1C1=C(C=CC=C1)Cl)C1=C(C=C(C=C1)F)F 5-(Allylsulfanyl)-1-{[3-(2-chlorophenyl)-2-(2,4-difluorophenyl)oxiran-2-yl]methyl}-1H-1,2,4-triazol